(2S,4R)-N-((S)-1-(4-Cyanophenyl)ethyl)-1-((R)-2-(3-(4-(dimethoxymethyl)piperidin-1-yl)isoxazol-5-yl)-3-methylbutanoyl)-4-hydroxypyrrolidine-2-carboxamide C(#N)C1=CC=C(C=C1)[C@H](C)NC(=O)[C@H]1N(C[C@@H](C1)O)C([C@H](C(C)C)C1=CC(=NO1)N1CCC(CC1)C(OC)OC)=O